2-(4-Iodophenylimino)-4-(4-fluorophenyl)thiazole IC1=CC=C(C=C1)N=C1SC=C(N1)C1=CC=C(C=C1)F